6-(2-chloro-4-fluoro-5-methoxy-phenyl)-3-(4-isoquinolyl)-1H-thieno[3,2-d]pyrimidine-2,4-dione ClC1=C(C=C(C(=C1)F)OC)C1=CC=2NC(N(C(C2S1)=O)C1=CN=CC2=CC=CC=C12)=O